10-iodo-3-methyl-6,8-dihydropyrimido[5',4':5,6]pyrano[4,3-f]indazole IC1=NNC=2C=C3C(=CC12)C1=C(OC3)N=C(N=C1)C